N-(2-Fluoro-4-(8-isopropyl-2-(methylthio)-7-oxo-7,8-dihydropyrido[2,3-d]pyrimidin-6-yl)phenyl)-1-(2-fluorophenyl)methanesulfonamide FC1=C(C=CC(=C1)C1=CC2=C(N=C(N=C2)SC)N(C1=O)C(C)C)NS(=O)(=O)CC1=C(C=CC=C1)F